5'-methyl-4-pentyl-3-(thiophen-2-yl)-1',2',3',4'-tetrahydro-[1,1'-biphenyl]-2,6-diol CC=1CCCC(C1)C=1C(=C(C(=CC1O)CCCCC)C=1SC=CC1)O